1-(5-bromo-4,6-dimethylpyrimidin-2-yl)ethan-1-one BrC=1C(=NC(=NC1C)C(C)=O)C